C12CN(CC2C1)C1=NC2=C(C=C(C=C2C(N1C)=O)Br)I 2-(3-Azabicyclo[3.1.0]hexan-3-yl)-6-bromo-8-iodo-3-methylquinazolin-4(3H)-one